(3R)-3-amino-7-[5-(5,5-difluoro-1-methyl-3-piperidyl)-1,2,4-oxadiazol-3-yl]-8-fluoro-5-[(6-isopropoxy-3-pyridyl)methyl]-1,1-dioxo-2,3-dihydro-1λ6,5-benzothiazepin-4-one N[C@H]1CS(C2=C(N(C1=O)CC=1C=NC(=CC1)OC(C)C)C=C(C(=C2)F)C2=NOC(=N2)C2CN(CC(C2)(F)F)C)(=O)=O